6-chloro-1-(6-(1,1-difluoroethyl)pyridin-2-yl)-3-(methoxymethyl)-1H-pyrazolo[4,3-c]pyridine ClC1=CC2=C(C=N1)C(=NN2C2=NC(=CC=C2)C(C)(F)F)COC